C(C=1C(O)=CC=CC1)=NC1C(CCCC1)N=CC=1C(O)=CC=CC1 N,N'-bis-salicylidene-1,2-cyclohexanediamine